N1CCC(CC1)CNC(O[C@H]1[C@H](NC[C@@H]1O)CC1=CC=C(C=C1)OC)=O (2R,3S,4S)-4-hydroxy-2-[(4-methoxyphenyl)methyl]pyrrolidin-3-yl N-(piperidin-4-ylmethyl)carbamate